N-(2-(5-(2-((2-(thiophen-2-yl)quinazolin-4-yl)thio)acetyl)thiophen-2-yl)ethyl)methanesulfonamide S1C(=CC=C1)C1=NC2=CC=CC=C2C(=N1)SCC(=O)C1=CC=C(S1)CCNS(=O)(=O)C